2-((3R,4R)-3-Amino-4-fluoropiperidin-1-yl)-1-((5-chloropyrimidin-2-yl)methyl)-1H-benzo[d]imidazol-6-carbonitril N[C@@H]1CN(CC[C@H]1F)C1=NC2=C(N1CC1=NC=C(C=N1)Cl)C=C(C=C2)C#N